ClC1=CC2=C(C3=CC=CC=C3C=C2C=C1)OCCCCC 2-chloro-9-(n-pentyloxy)anthracene